C1(CC1)C=1N=C(SC1C1=NC(=NC=C1)SC)N 4-Cyclopropyl-5-(2-methylsulfanyl-pyrimidin-4-yl)-thiazol-2-ylamine